tert-butyl (2-(4-amino-7-(1-(tetrahydro-2H-pyran-2-yl)-1H-pyrazol-5-yl)-2H-pyrazolo[3,4-c]quinolin-2-yl)ethyl)carbamate NC1=NC=2C=C(C=CC2C=2C1=NN(C2)CCNC(OC(C)(C)C)=O)C2=CC=NN2C2OCCCC2